hydroxyl-amine-HCl salt Cl.ON